2-(3,5-dichloro-4-((4-oxo-3,4,5,6,7,8-hexahydrophthalazin-1-yl)oxy)phenyl)-3,5-dioxo-2,3,4,5-tetrahydro-1,2,4-triazine-6-carbonitrile ClC=1C=C(C=C(C1OC1=NNC(C=2CCCCC12)=O)Cl)N1N=C(C(NC1=O)=O)C#N